Lithium thioanisole C1(=CC=CC=C1)SC.[Li]